COCC(OCC(OCC(C)OCC(C)C)C)C tripropylene glycol isobutyl methyl ether